ClC1=CC=C(C=C1)C(C(F)(F)F)NS(=O)(=O)C1=NN(C(C=C1)=O)C N-(1-(4-chlorophenyl)-2,2,2-trifluoroethyl)-1-methyl-6-oxo-1,6-dihydropyridazine-3-sulfonamide